(((tetrahydro-2H-pyran-4-yl)thio)methyl)-3,4-dihydroquinazolin O1CCC(CC1)SCC1=NC2=CC=CC=C2CN1